C(CC(C)C)N1N=CC(=C1)C1=NN2C(C(N1C(C)C)=O)=NC=C2C=2C=NNC2 2-(1-Isopentyl-1H-pyrazol-4-yl)-3-isopropyl-7-(1H-pyrazol-4-yl)imidazo[2,1-f][1,2,4]triazin-4(3H)-one